ClC1=NC(=CC(=N1)NC1CCC(CC1)NC(OC(C)(C)C)=O)C(F)(F)F tert-butyl N-(1S,4S)-[4-[[2-chloro-6-(trifluoromethyl)pyrimidin-4-yl]amino]cyclohexyl]carbamate